(R)-2-((2-amino-7-(imidazo[1,2-a]pyridin-6-yl)pyrido[4,3-d]pyrimidin-4-yl)amino)-2-methylhexan NC=1N=C(C2=C(N1)C=C(N=C2)C=2C=CC=1N(C2)C=CN1)NC(C)(CCCC)C